4-(7-chloro-8-fluoro-2-(((1aS,6aS,6bR)-5-methylenehexahydrocyclopropa[a]pyrrolizin-6a(4H)-yl)methoxy)pyrido[4,3-d]pyrimidin-4-yl)-1,4-oxazepane ClC1=C(C=2N=C(N=C(C2C=N1)N1CCOCCC1)OC[C@]12CC(CN2C[C@@H]2[C@H]1C2)=C)F